1-{6-[methyl(1-methylpiperidin-4-yl)amino]pyridin-2-yl}-2-(prop-2-en-1-yl)-6-{[1-(propan-2-yl)-1H-pyrazol-4-yl]amino}-1H,2H,3H-pyrazolo[3,4-d]pyrimidin-3-one CN(C1=CC=CC(=N1)N1N(C(C=2C1=NC(=NC2)NC=2C=NN(C2)C(C)C)=O)CC=C)C2CCN(CC2)C